4-(((R)-3-methyl-2,6-dioxopiperidin-3-yl)phenyl)piperazine-1-carboxylate C[C@]1(C(NC(CC1)=O)=O)C1=C(C=CC=C1)N1CCN(CC1)C(=O)[O-]